NC1=C2C(=NC=N1)N(N=C2)C2=CC=CC=C2 4-amino-1-phenylpyrazolo[3,4-D]pyrimidine